(3R*,4R*)-1-(2-Methyl-cyclopentyl)-4-{[5-(2,4,6-trifluoro-phenyl)-isoxazole-3-carbonyl]-amino}-piperidine-3-carboxylic acid ((R)-1-pyridin-2-yl-ethyl)-amide N1=C(C=CC=C1)[C@@H](C)NC(=O)[C@@H]1CN(CC[C@H]1NC(=O)C1=NOC(=C1)C1=C(C=C(C=C1F)F)F)C1C(CCC1)C |o1:11,16|